9,9-dihexyloxy-2-benzyloxynonane C(CCCCC)OC(CCCCCCC(C)OCC1=CC=CC=C1)OCCCCCC